2,7-dichloro-8-fluoro-4-(3-methylsulfonylazocan-1-yl)pyrido[4,3-d]pyrimidine ClC=1N=C(C2=C(N1)C(=C(N=C2)Cl)F)N2CC(CCCCC2)S(=O)(=O)C